1-Dodecyl-4-Methylpyridinium triflat [O-]S(=O)(=O)C(F)(F)F.C(CCCCCCCCCCC)[N+]1=CC=C(C=C1)C